8-(5-(4-(trifluoromethyl)piperidin-1-yl)pyridin-2-yl)-1,4-dioxaspiro[4.5]decan-8-ol FC(C1CCN(CC1)C=1C=CC(=NC1)C1(CCC2(OCCO2)CC1)O)(F)F